FC(C1=C(OC(C)C2CN(CCC2)C(=O)OC(C)(C)C)C=CC=C1)(F)F tert-butyl 3-(1-(2-(trifluoromethyl)phenoxy)ethyl)piperidine-1-carboxylate